C([2H])([2H])([2H])N(C(C([2H])([2H])C1=CNC=2C=CC=C(C12)O)[2H])C([2H])([2H])[2H] 3-(2-(bis(methyl-d3)amino)ethyl-1,1,2-d3)-1H-indol-4-ol